alpha-(phenylthio)-2-methoxyacetophenone C1(=CC=CC=C1)SC(C(=O)C1=CC=CC=C1)OC